5-(4-(4-((6-((5-fluoro-4-(4-fluoro-1-isopropyl-2-methyl-1H-benzo[d]imidazol-6-yl)pyrimidin-2-yl)amino)pyridin-3-yl)methyl)piperidine-1-carbonyl)piperidin-1-yl)isoindoline-1,3-dione FC=1C(=NC(=NC1)NC1=CC=C(C=N1)CC1CCN(CC1)C(=O)C1CCN(CC1)C=1C=C2C(NC(C2=CC1)=O)=O)C=1C=C(C2=C(N(C(=N2)C)C(C)C)C1)F